2-(4-(7-(methoxymethyl)-1-methyl-2,3-dioxo-2,3-dihydropyrido[2,3-b]pyrazine-4(1H)-yl)piperidin-1-yl)pyrimidine-5-carbonitrile COCC1=CC2=C(N(C(C(N2C)=O)=O)C2CCN(CC2)C2=NC=C(C=N2)C#N)N=C1